4-(3-acetamido-4-methoxybenzyl)-6-hydroxy-5-oxo-4,5-dihydrothieno[3,2-b]pyridine-7-carboxylic acid C(C)(=O)NC=1C=C(CN2C3=C(C(=C(C2=O)O)C(=O)O)SC=C3)C=CC1OC